CC1=C(C(=C(C=2C3=CC=C(C=C3NC12)F)C)C)C1=C(C=CC=C1)N 1,3,4-trimethyl-7-fluoro-2-(2'-aminophenyl)-9H-carbazole